6-bromo-2-(4-chlorophenylmethyl)-3-(4-chlorophenyl)-3-((3-methyloxoazetidin-3-yl)methoxy)isoindolin-1-one BrC1=CC=C2C(N(C(C2=C1)=O)CC1=CC=C(C=C1)Cl)(OCC1(C(NC1)=O)C)C1=CC=C(C=C1)Cl